C(=O)O.C(C)C1=C(C(=O)NCCCNC(=O)[C@H]2NC[C@@H](C2)O)C=CC(=C1)NC=1C=2N(C=CN1)C(=CN2)C=2C(=NNC2)C(F)(F)F (2S,4R)-N-[3-[[2-ethyl-4-[[3-[3-(trifluoromethyl)-1H-pyrazol-4-yl]imidazo[1,2-a]pyrazin-8-yl]amino]benzoyl]amino]propyl]-4-hydroxypyrrolidine-2-carboxamide formate